5-ethyl-1,3,4-thiadiazole C(C)C1=NN=CS1